2-[(1-Benzylpiperidin-4-yl)methyl]-4-(2-chlorophenyl)-2,3-dihydropyridazin-3-on Hydrochlorid Cl.C(C1=CC=CC=C1)N1CCC(CC1)CN1N=CC=C(C1=O)C1=C(C=CC=C1)Cl